N,N-dibutylbenzamide C(CCC)N(C(C1=CC=CC=C1)=O)CCCC